iminosuccinic acid dimethyl ester COC(C(CC(=O)OC)=N)=O